C(C)(C)(C)N1N=C(C=C1NC=1C=CC2=C(CCN(S2)CC2=CC=C(C=C2)OC)C1)[C@@H]1C[C@@H](CC1)O 6-((1-(tert-butyl)-3-((1S,3R)-3-hydroxycyclopentyl)-1H-pyrazol-5-yl)amino)-2-(4-methoxybenzyl)-3,4-dihydro-2H-benzo[e][1,2]thiazine